N1(CCCCC1)C=1C=C(C=CC1)N 3-(piperidin-1-yl)benzeneAmine